copper (P)-nitrate [N+](=O)([O-])[O-].[Cu+2].[N+](=O)([O-])[O-]